CN(C1(CNCCC1)C)C N,N,3-trimethylpiperidin-3-amine